3-aminopropyl-tri(methoxyethoxyethoxy)silane NCCC[Si](OCCOCCOC)(OCCOCCOC)OCCOCCOC